2-(4-cyclopropyl-6-methoxypyrimidin-5-yl)-8,9-dimethyl-6-(methylsulfonyl)-9H-purine C1(CC1)C1=NC=NC(=C1C1=NC(=C2N=C(N(C2=N1)C)C)S(=O)(=O)C)OC